FC1=C(C=2C(=NSN2)C(=C1F)C=1SC(=CC1)[Sn](C)(C)C)C=1SC(=CC1)[Sn](C)(C)C 5,6-difluoro-4,7-bis(5-trimethylstannylthiophene-2-yl)benzo[C][1,2,5]thiadiazole